BrC1=C(N=C(C(=N1)C(=O)O)N1CCC(CC1)(C)NC(=O)OC(C)(C)C)C.ClC1=CC=C(N=N1)NS(=O)(=O)C1=CC=CC=C1 N-(6-chloropyridazin-3-yl)benzenesulfonamide 6-bromo-3-(4-((tert-butoxycarbonyl)amino)-4-methylpiperidin-1-yl)-5-methylpyrazine-2-carboxylate